COC=1C=C(C=NO)C=C(C1OC)OC 3,4,5-trimethoxybenzaldehyde oxime